(R)-2-hydroxy-N-methyl-3-(((S)-1-(4-(methylsulfonyl)phenyl)ethyl)amino)acrylamide OC(C(=O)NC)=CN[C@@H](C)C1=CC=C(C=C1)S(=O)(=O)C